vinyl-4-hydroxybutyrate C(=C)OC(CCCO)=O